FC=1C=C(C=CC1OC(F)(F)F)C(C)N1C[C@@H](N(C[C@H]1C)C=1C2=C(N(C(N1)=O)C)C=CC(=N2)C#N)C 4-((2s,5r)-4-(1-(3-fluoro-4-(trifluoromethoxy)phenyl)ethyl)-2,5-dimethylpiperazin-1-yl)-1-methyl-2-oxo-1,2-dihydropyrido[3,2-d]pyrimidine-6-carbonitrile